C(C)C1=CC(OC2=C(C(=CC=C12)O)C(=O)O)=O 4-ethyl-7-hydroxy-2-oxo-2H-chromen-8-carboxylic acid